bromomethyl-2,2-difluorocyclopropane BrCC1C(C1)(F)F